N,N-bis(2-hydroxyethyl)glycine, sodium salt [Na+].OCCN(CC(=O)[O-])CCO